C(CC=CCCCCCCCC)(=O)O 3-Dodecenoic acid